C(O)(O)=O.C(C1=CC=CC=C1)OC=1C(C(=O)O)=CC=CC1.C(C1=CC=CC=C1)OC=1C(C(=O)O)=CC=CC1 di-(benzyl salicylate) carbonate